2-fluoro-N,N-dimethylaniline FC1=C(N(C)C)C=CC=C1